((2S,3R,4R)-4-(4-methoxybenzyl)-2-phenyltetrahydrofuran-3-yl)methanol COC1=CC=C(C[C@@H]2[C@@H]([C@H](OC2)C2=CC=CC=C2)CO)C=C1